(tert-butoxycarbonyl)-3-methyl-5,6,7,8-tetrahydro-4H-pyrazolo[1,5-a][1,4]diazepine-2-carboxylic acid C(C)(C)(C)OC(=O)C1C=2N(CCCN1)N=C(C2C)C(=O)O